C(C1=CC=CC=C1)OC1CNCC1 3-benzyloxypyrrolidine